N-(7-aminoheptyl)-N4-(3,4-dichloro-1H-indol-7-yl)benzene-1,4-disulfonamide NCCCCCCCNS(=O)(=O)C1=CC=C(C=C1)S(=O)(=O)NC=1C=CC(=C2C(=CNC12)Cl)Cl